3-(4-chlorophenyl)-1-phenylpropan-2-yn-1-one ClC1=CC=C(C=C1)C#CC(=O)C1=CC=CC=C1